C(C)(=O)OC1=CN=C2N1C=C(N=C2)C2=CC=CC=C2 6-phenylimidazo[1,2-a]pyrazin-3-yl acetate